FC=1C=C(C=CC1)CC(=O)N1C2=C(OCC1)C(=CN=C2)C2=CC=C(C=C2)C#N 4-(4-(2-(3-Fluorophenyl)acetyl)-3,4-dihydro-2H-pyrido[4,3-b][1,4]oxazin-8-yl)benzeneNitrile